N1C=CC=2C1=NC=CC2CC(C)N 1-(1H-pyrrolo[2,3-b]pyridin-4-yl)propan-2-amine